C1(CC1)C1=C(C(=NO1)C1=C(C=CC=C1C)F)CO[C@H]1[C@@H]2C(N[C@H](C1)C2)=O (1S,4R,5R)-5-[[5-cyclopropyl-3-(2-fluoro-6-methylphenyl)-1,2-oxazol-4-yl]methoxy]-2-azabicyclo[2.2.1]heptan-3-one